di-n-butyldisulfide C(CCC)SSCCCC